C(CCCCCCCCCCCCCCC(C)C)(=O)[O-].C(CCCCCCCCCCCCCCC(C)C)(=O)[O-].C(CC)O[Ti+2]OCCC dipropyloxytitanium diisostearate